C(C1=CC=CC=C1)N1C=C(C2=CC(=CC=C12)OC(F)(F)F)C(C(=O)C1=C(C=C(C=C1)Cl)OC)=O 1-[1-benzyl-5-(trifluoromethoxy)indol-3-yl]-2-(4-chloro-2-methoxyphenyl)ethane-1,2-dione